2-(4-aminopiperidin-1-yl)-9-isopropyl-N-((6'-methoxy-[2,3'-bipyridin]-3-yl)methyl)-9H-purin-6-amine NC1CCN(CC1)C1=NC(=C2N=CN(C2=N1)C(C)C)NCC=1C(=NC=CC1)C=1C=NC(=CC1)OC